N-(2-morpholino-1,6-naphthyridin-8-yl)-1,1-diphenylmethanimine O1CCN(CC1)C1=NC2=C(C=NC=C2C=C1)N=C(C1=CC=CC=C1)C1=CC=CC=C1